1,2-dimethoxy-4-[(1E)-1-propen-1-yl]benzene COC1=C(C=C(C=C1)\C=C\C)OC